N,N-dimethyl-2-(pyridin-4-yl)acrylamide CN(C(C(=C)C1=CC=NC=C1)=O)C